2-(2-naphthylethyl)-1H-benzimidazole C1=C(C=CC2=CC=CC=C12)CCC1=NC2=C(N1)C=CC=C2